3-(5-((7-(piperidin-1-yl)heptyl)amino)benzofuran-3-yl)piperidine-2,6-dione N1(CCCCC1)CCCCCCCNC=1C=CC2=C(C(=CO2)C2C(NC(CC2)=O)=O)C1